(S)-1-phenyl-N-(2,3,5-trifluoro-4-((3-(2-(piperidin-3-ylamino)pyrimidin-4-yl)pyridin-2-yl)oxy)phenyl)methanesulfonamide C1(=CC=CC=C1)CS(=O)(=O)NC1=C(C(=C(C(=C1)F)OC1=NC=CC=C1C1=NC(=NC=C1)N[C@@H]1CNCCC1)F)F